2,6-biphenyl C1=C(C=CC=C1)C1=CC=CC=C1